BrC1=CC(=C(C=C1)C1(NC2=C(OC1)C=CC=C2)O)F 3-(4-bromo-2-fluorophenyl)-3,4-dihydro-2H-benzo[b][1,4]oxazin-3-ol